ClC1=CC=C(C=C1)C1=CC2=C(N=CN(C2=O)[C@H](CO)C)C(=N1)C=1C=NC=CC1 (S)-6-(4-chlorophenyl)-3-(1-hydroxy-prop-2-yl)-8-(pyridin-3-yl)pyrido[3,4-d]pyrimidin-4(3H)-one